NC1=CC(=C(C=C1)N(CCNC(OC(C)(C)C)=O)C)CS(=O)(=O)C tert-Butyl 2-((4-amino-2-(methylsulfonylmethyl)phenyl) (methyl)amino)ethylcarbamate